CNC(O[C@H]1C=2C=CN=C(C2[C@H](CC1)O[Si](C)(C)C(C)(C)C)Cl)=O ((5R,8S)-8-((tert-butyldimethylsilyl) oxy)-1-chloro-5,6,7,8-tetrahydroisoquinolin-5-yl) methylcarbamate